FC1=C(C=CC=C1F)CN1C(CCC1=O)CC(=O)NCC(C)C 2-[1-[(2,3-difluorophenyl)methyl]-5-oxopyrrolidin-2-yl]-N-(2-methylpropyl)acetamid